5-((4-(((7-ethyl-6-oxo-5,6-dihydro-1,5-naphthyridin-3-yl)methyl)amino)bicyclo[2.2.1]heptan-1-yl)amino)-N-methylpicolinamide C(C)C=1C(NC=2C=C(C=NC2C1)CNC12CCC(CC1)(C2)NC=2C=CC(=NC2)C(=O)NC)=O